(R)-N-(Tetrahydrofuran-3-yl)isoindolin-4-amine hydrochloride Cl.O1C[C@@H](CC1)NC=1C=2CNCC2C=CC1